3,3-difluorocyclobutyl (4-cyclobutyl-5-(3,5-difluorophenyl)-1-methyl-1H-pyrazol-3-yl)carbamate C1(CCC1)C=1C(=NN(C1C1=CC(=CC(=C1)F)F)C)NC(OC1CC(C1)(F)F)=O